Tert-butyl (6-(((3-amino-5-(1-isopropyl-1H-1,2,4-triazol-3-yl)-4-methoxybenzyl)oxy)methyl)pyridin-2-yl)carbamate NC=1C=C(COCC2=CC=CC(=N2)NC(OC(C)(C)C)=O)C=C(C1OC)C1=NN(C=N1)C(C)C